methyl 4-(2-{2-[4-fluoro-3-(trifluoromethoxy)phenyl]ethynyl}-1,3-thiazole-4-sulfonamido)-3-methoxybenzoate FC1=C(C=C(C=C1)C#CC=1SC=C(N1)S(=O)(=O)NC1=C(C=C(C(=O)OC)C=C1)OC)OC(F)(F)F